CN(C(=O)C1=CC=C(C=C1)C=1C(=NC(=NC1)NC1=CC2=C(OCCN2C(=O)OCCN(C)C)N=C1)OC)C 2-(dimethylamino)ethyl 7-({5-[4-(dimethylcarbamoyl)phenyl]-4-methoxypyrimidin-2-yl}amino)-1H,2H,3H-pyrido[2,3-b][1,4]oxazine-1-carboxylate